N-[3-(3,5-dimethylisoxazol-4-yl)-4-[[(2R)-2-piperidyl]methoxy]phenyl]cyclopropanecarboxamide CC1=NOC(=C1C=1C=C(C=CC1OC[C@@H]1NCCCC1)NC(=O)C1CC1)C